2-(3-(7-chloro-2-oxo-6-(4-(quinolin-3-yl)phenyl)-1,2-dihydro-quinolin-3-yl)phenyl)acetic acid ClC1=C(C=C2C=C(C(NC2=C1)=O)C=1C=C(C=CC1)CC(=O)O)C1=CC=C(C=C1)C=1C=NC2=CC=CC=C2C1